(R)-N-(2-(4-Cyanothiazolidin-3-yl)-2-oxoethyl)-6-(4-ethyl-4-hydroxypiperidin-1-yl)quinoline-4-carboxamide C(#N)[C@H]1N(CSC1)C(CNC(=O)C1=CC=NC2=CC=C(C=C12)N1CCC(CC1)(O)CC)=O